FC1=C(CNC)C=CC(=C1)Br 2-fluoro-4-bromo-N-methylbenzylamine